COC[C@@H](N1C(N[C@@H](C1)C(F)(F)F)=O)C1=CC(=NC=C1)NC([C@@H](NC(CC1=NOC(=C1)C)=O)C1CCC(CC1)C)=O (S)-N-(4-((S)-2-methoxy-1-((S)-2-oxo-4-(trifluoromethyl)imidazolidin-1-yl)ethyl)pyridin-2-yl)-2-((1r,4S)-4-methylcyclohexyl)-2-(2-(5-methylisoxazol-3-yl)acetamido)acetamide